(E)-N,N-Diethylstyrylamine C(C)N(CC)\C=C\C1=CC=CC=C1